ClC=1C=C(C=CC1F)C(C=1NC=C(N1)S(=O)(=O)C)OC 2-((3-chloro-4-fluorophenyl)(methoxy)methyl)-4-(methylsulfonyl)-1H-imidazole